tert-Butyl (3S)-3-[5-cyano-4-(dimethylaminomethyleneamino)-2-fluoro-phenoxy]pyrrolidine-1-carboxylate C(#N)C=1C(=CC(=C(O[C@@H]2CN(CC2)C(=O)OC(C)(C)C)C1)F)N=CN(C)C